5-(4-((5-chloro-3-ethyl-2,4-dioxo-1,2,3,4-tetrahydroquinazolin-7-yl)methyl)piperazin-1-yl)-6-chloro-N-cyclopropylpyridinamide ClC1=C2C(N(C(NC2=CC(=C1)CN1CCN(CC1)C=1C=CC(=NC1Cl)C(=O)NC1CC1)=O)CC)=O